C(CCCCCCCCCCCCCCC)(=O)OC[C@@H](OC(CCCCCCCCCCCCCCC)=O)COP(=O)(O)OCCN 1,2-Di-hexadecanoyl-sn-glycero-3-phosphoethanolamin